C(N)(=O)C=1C(=NC(=NC1)N1C[C@H](CCC1)NC(OC(C)(C)C)=O)NC1=CC(=NC(=C1)C(C)C)C1CCS(CC1)(=O)=O tert-butyl (S)-(1-(5-carbamoyl-4-((2-(1,1-dioxidotetrahydro-2H-thiopyran-4-yl)-6-isopropylpyridin-4-yl)amino)pyrimidin-2-yl)piperidin-3-yl)carbamate